C(C=C)C1CCCC(=O)O1 δ-allyl(valerolactone)